C(CCC)C1=CC=CC1 n-butylcyclopentadiene